O1CCN(CC1)C=1OC2=C(N1)C=CC(=C2)NC(=O)C2=CC=CC(=N2)NC2CN(CC2)C(=O)OC(C)(C)C tert-butyl 3-((6-((2-morpholinobenzo[d]oxazol-6-yl)carbamoyl)pyridin-2-yl)amino)pyrrolidine-1-carboxylate